4-(2-{[(2r,7as)-2-fluoro-hexahydro-1H-pyrrolizin-7a-yl]methoxy}-8-fluoro-4-[(2S)-2-methylmorpholin-4-yl]pyrido[4,3-d]pyrimidin-7-yl)-5-ethynyl-6-fluoronaphthalene-2-ol F[C@@H]1C[C@@]2(CCCN2C1)COC=1N=C(C2=C(N1)C(=C(N=C2)C2=CC(=CC1=CC=C(C(=C21)C#C)F)O)F)N2C[C@@H](OCC2)C